2-((2-chloro-6-((3-chlorobenzyl)amino)-9H-purin-9-yl)methyl)tetrahydrothiophene-3,4-diol ClC1=NC(=C2N=CN(C2=N1)CC1SCC(C1O)O)NCC1=CC(=CC=C1)Cl